C(CCCCC(=O)O)(=O)O.C(CCCCC(=O)O)(=O)O.C(CO)O ethylene glycol di-adipate